1-hydroxypropan-2-yl hydrogen ((S)-3-hydroxy-2-(5-(4-methoxy-3-propoxyphenyl) pyridin-3-yl) propyl) borate B(OC(CO)C)(O)OC[C@H](CO)C=1C=NC=C(C1)C1=CC(=C(C=C1)OC)OCCC